2-cyclobutyl-5-hydroxy-N-(isoxazol-4-yl)-1-methyl-6-oxo-1,6-dihydropyrimidine-4-carboxamide C1(CCC1)C=1N(C(C(=C(N1)C(=O)NC=1C=NOC1)O)=O)C